FC=1C=C(C=C(C1\C=C\OC)OC)C=1C(=C(C(N(C1)CCC)=O)C)C (E,Z)-5-(3-fluoro-5-methoxy-4-(2-methoxyvinyl)phenyl)-3,4-dimethyl-1-propylpyridin-2(1H)-one